2-[2-hydroxy-3-tert-pentyl-5-(2-methacryloyloxyethyl)phenyl]benzotriazole OC1=C(C=C(C=C1C(C)(C)CC)CCOC(C(=C)C)=O)N1N=C2C(=N1)C=CC=C2